3-(6-amino-1-(bis(4-methoxybenzyl)amino)-2,7-naphthyridin-3-yl)oxazolidin-2-one NC=1C=C2C=C(N=C(C2=CN1)N(CC1=CC=C(C=C1)OC)CC1=CC=C(C=C1)OC)N1C(OCC1)=O